ClC=1C=C(C=CC1F)NC(=O)[C@H]1N(CC[C@@H]1O)C(=O)OC(C)(C)C tert-butyl (2S,3S)-2-[(3-chloro-4-fluoro-phenyl)carbamoyl]-3-hydroxy-pyrrolidine-1-carboxylate